FC(C1=CN=C2N1CCN(C2)C2=CC/1=C(N(C(=N\C1=N/[C@H](C)C1=C(C(=CC=C1)C(F)(F)F)C)C)C)C=N2)F (R,Z)-6-(3-(difluoromethyl)-5,6-dihydroimidazo[1,2-a]pyrazin-7(8H)-yl)-1,2-dimethyl-N-(1-(2-methyl-3-(trifluoromethyl)phenyl)ethyl)pyrido[3,4-d]pyrimidin-4(1H)-imine